2-(1-aziridinyl)acrylate N1(CC1)C(C(=O)[O-])=C